FC(F)(F)S(=O)(=O)CCC propyl trifluoromethyl sulfone